FC(C1=CC=C(C=C1)C(C(=O)O)CC(C(=O)O)C1=CC=C(C=C1)C(F)(F)F)(F)F 2,4-bis(4-(trifluoromethyl)phenyl)pentanedioic acid